CN(CCOCCO)C 2-[2-(dimethylamino)ethoxy]Ethanol